azetidin-3-yl 1-[4-[[4-[[2-(6-methyl-2-pyridyl)pyrimidin-4-yl]amino]pyrimidin-2-yl]amino]phenyl]piperidine-3-carboxylate CC1=CC=CC(=N1)C1=NC=CC(=N1)NC1=NC(=NC=C1)NC1=CC=C(C=C1)N1CC(CCC1)C(=O)OC1CNC1